NCCC[Si](OCC)(OCC)OCC (3-aminopropyl)-triethoxysilane